CC1=NN(C=C1NC1=NC=C(C(=N1)NCCCN1C(CC1)=O)C#N)C1CCN(CC1)C 2-((3-methyl-1-(1-methylpiperidin-4-yl)-1H-pyrazol-4-yl)amino)-4-((3-(2-oxo-azetidin-1-yl)propyl)amino)pyrimidine-5-carbonitrile